C1C(CC2CC3(CC12)OCCO3)CO spiro[1,3-dioxolane-2,5'-2,3,3a,4,6,6a-hexahydro-1H-pentalene]-2'-ylmethanol